copper zinc tin diselenide [Sn](=[Se])=[Se].[Zn].[Cu]